COC1=C(C(=CC2=C1C1=CC=C(C(C=C1[C@H](CC2)NC(C)=O)=O)C(=O)N2CCOCC2)OC)OC (S)-N-{1,2,3-trimethoxy-10-(morpholine-4-carbonyl)-9-oxo-5,6,7,9-tetrahydrobenzo[a]heptalen-7-yl}acetamide